2-Chloro-N-[2-(4-{[3-(difluoromethoxy)pyridin-2-yl]oxy}piperidin-1-yl)-2-[4-(difluoromethyl)-1,3-thiazol-5-yl]ethyl]-6-fluorobenzamide ClC1=C(C(=O)NCC(C2=C(N=CS2)C(F)F)N2CCC(CC2)OC2=NC=CC=C2OC(F)F)C(=CC=C1)F